FC(C(I1OC(C2=C1C=CC=C2)=O)(F)F)(C(F)(F)F)F 1-heptafluoropropyl-1,2-benziodoxol-3(1H)one